(3-chloro-6-cyclopropylimidazo[1,2-a]pyridin-2-yl)methanamine ClC1=C(N=C2N1C=C(C=C2)C2CC2)CN